OC(=C(C(C)=O)C=1C2=CC=CC=C2C(=C2C=CC=CC12)C1=CC=CC2=CC=CC=C12)C 4-hydroxy-3-(10-(naphthalene-1-yl)anthracen-9-yl)-3-penten-2-one